1-(4-(3,4-dichlorophenyl)-5-(isopropylthio)thiazol-2-yl)-4-(2-ethoxypyridin-3-yl)-3-methyl-1H-pyrazole-5-carboxylic acid ClC=1C=C(C=CC1Cl)C=1N=C(SC1SC(C)C)N1N=C(C(=C1C(=O)O)C=1C(=NC=CC1)OCC)C